3-[1-[1-(2,6-dioxo-3-piperidyl)-3-methyl-2-oxo-benzimidazol-5-yl]-4-piperidyl]propionic acid O=C1NC(CCC1N1C(N(C2=C1C=CC(=C2)N2CCC(CC2)CCC(=O)O)C)=O)=O